OC1(CCN(CC1)C=1C=NC(=CC1)[N+](=O)[O-])CN1CCN(CC1)C(=O)OC(C)(C)C tert-butyl 4-{[4-hydroxy-1-(6-nitropyridin-3-yl)piperidin-4-yl]methyl}piperazine-1-carboxylate